C(C=C)N(C1=C(C=CC=C1)I)CC=C N,N-diallyl-2-iodoaniline